(R)-2-acetylamino-3-phenylpropionic acid C(C)(=O)N[C@@H](C(=O)O)CC1=CC=CC=C1